C(C1=CC=CC=C1)OC(=O)NC(C(CC(=O)OC(C)(C)C)=O)C1CC2C(C2C1)(F)F tert-butyl 4-(((benzyloxy)carbonyl)amino)-4-(6,6-difluorobicyclo[3.1.0]hex-3-yl)-3-oxobutanoate